ClC1=CC(=CC=2N=C(OC21)C2=C(C(=CC=C2)C=2C=NC=C(C2C)NC(=O)C=2N(C1=C(CN(CC1)C)N2)C)C)COC(=O)C2CNCC2 ((7-chloro-2-(3-(5-(1,5-dimethyl-4,5,6,7-tetrahydro-1H-imidazo[4,5-c]pyridine-2-carboxamido)-4-methylpyridin-3-yl)-2-methylphenyl)benzo[d]oxazol-5-yl)methyl)pyrrolidine-3-carboxylate